5-((4-((5-iodopyrimidin-4-yl)amino)-2-chlorophenyl)oxy)-1-methyl-1H-benzimidazole IC=1C(=NC=NC1)NC1=CC(=C(C=C1)OC1=CC2=C(N(C=N2)C)C=C1)Cl